tertbutyl 3-(2-(dimethylamino)ethyl)-1H-indole-1-carboxylate CN(CCC1=CN(C2=CC=CC=C12)C(=O)OC(C)(C)C)C